N-(2-bromo-4,5-dimethoxyphenyl)-2,2,2-trifluoroacetamide BrC1=C(C=C(C(=C1)OC)OC)NC(C(F)(F)F)=O